C1=C(C(=CC(=C1Cl)F)F)[N+](=O)[O-] 2,4-difluoro-5-chloronitrobenzene